C(C)[C@@]1(CN(CC[C@H]1O)C1=NC=CC(=N1)NC=1N=CC2=C(C=CC(=C2C1)C(C)C)N1[C@@H]([C@H](C1)CS(=O)(=O)C)C)F (3S,4R)-3-ethyl-3-fluoro-1-[4-({8-[(2R,3S)-3-(methanesulfonylmeth-yl)-2-methylazetidin-1-yl]-5-(propan-2-yl)isoquinolin-3-yl}amino)pyrimidin-2-yl]piperidin-4-ol